FC=1C(=CC(N(C1)C)=O)CCCO 5-fluoro-4-(3-hydroxypropyl)-1-methyl-pyridin-2-one